COC=1C=C2C(=NC(=NC2=CC1OC)C)N[C@H](C)C=1C=C(C=CC1)C1=CC(=CC=C1)NS(=O)(=O)C N-(3'-{(1R)-1-[(6,7-dimethoxy-2-methylquinazolin-4-yl)amino]-ethyl}biphenyl-3-yl)methane-sulfonamide